(3R)-4-(2-fluoroethyl)-3-methylpiperazin FCCN1[C@@H](CNCC1)C